C[C@H]1N(CCCC(C1)=O)C(=O)OC(C)(C)C tert-butyl (R)-2-methyl-4-oxoazepane-1-carboxylate